CN(C1=CC(=C(C=C1)OC)NC(CN1C(=NC(=C1)C)C)=O)C1=CC(OC2=CC=CC=C12)=O 4-(N-methyl-N-(3-(2-(2,4-dimethylimidazol-1-yl)-acetylamino)-4-methoxyphenyl)-amino)coumarin